[Cl-].[Li+].[Cl-].[Zn+2].CC1([NH2+]C(CCC1)(C)C)C 2,2,6,6-tetramethylpiperidinium zinc chloride lithium chloride